methyl cis-4-tert-butylpiperidine-2-carboxylate, hydrochloride salt Cl.C(C)(C)(C)[C@@H]1C[C@@H](NCC1)C(=O)OC